(1S)-1-(3-pyridyl)-2-[2-[[(1R,3S)-3-([1,2,4]triazolo[4,3-a]pyridin-3-yl)cyclohexyl]amino]-5-(trifluoromethyl)pyrimidin-4-yl]oxy-ethanol N1=CC(=CC=C1)[C@@H](COC1=NC(=NC=C1C(F)(F)F)N[C@H]1C[C@H](CCC1)C1=NN=C2N1C=CC=C2)O